O1C(CCC1)C(C)(C)C1OCCC1 2,2-di(tetrahydrofuranyl)propane